2-[4-(difluoromethoxy)phenyl]-4-(4-fluoro-2-hydroxyphenyl)-2,3-dihydro-1H-pyrrolo[3,4-c]pyridin-1-one FC(OC1=CC=C(C=C1)N1CC=2C(=NC=CC2C1=O)C1=C(C=C(C=C1)F)O)F